monoammonium succinate C(CCC(=O)O)(=O)[O-].[NH4+]